CC1(C2C(N(C(C12)=O)CC1=CC2=NC=CC(=C2S1)C1=NC(=CC(=C1NC1CN(CC1)C(=O)OC(C)(C)C)C)C)=O)C Tert-Butyl 3-((2-(2-((6,6-Dimethyl-2,4-Dioxo-3-Azabicyclo[3.1.0]Hexan-3-Yl)Methyl)Thieno[3,2-B]Pyridin-7-Yl)-4,6-Dimethylpyridin-3-Yl)Amino)Pyrrolidine-1-Carboxylate